5-(2-((3,3-Difluorocyclobutyl)methyl)oxazol-5-yl)-6-(2-methylimidazo[1,2-a]pyridin-7-yl)picolinonitril FC1(CC(C1)CC=1OC(=CN1)C=1C=CC(=NC1C1=CC=2N(C=C1)C=C(N2)C)C#N)F